BrC=1C=C(C(=NC1)NC(=O)C1(CN(CCC1)C(=O)OC(C)(C)C)F)[N+](=O)[O-] tert-butyl 3-((5-bromo-3-nitropyridin-2-yl) carbamoyl)-3-fluoropiperidine-1-carboxylate